Cl.FC1(CCC(CC1)[C@H](NC(=O)C1=NON=C1C)C=1N=C2N(N=CC(=N2)C2NCCC(C2)(C)O)C1)F N-{(S)-(4,4-Difluorocyclohexyl)[3-(4-hydroxy-4-methylpiperidin-2-yl)imidazo[1,2-b]-[1,2,4]triazin-6-yl]methyl}-4-methyl-1,2,5-oxadiazole-3-carboxamide hydrochloride